exo-2,5-norbornanedicarboxaldehyde C12C(CC(C(C1)C=O)C2)C=O